FC(O[C@H]1C[C@H](C1)N1N=NC=C1C12CC(C1)(C2)N)(F)F 3-(1-(cis-3-(trifluoromethoxy)cyclobutyl)-1H-1,2,3-triazol-5-yl)bicyclo[1.1.1]pentan-1-amine